C1(CC1)C1=CC(=NN1)NC1=NC(=NC=C1)N1C2CC(C1)(C2)C#N 2-[4-[(5-cyclopropyl-1H-pyrazol-3-yl)amino]pyrimidin-2-yl]-2-azabicyclo[2.1.1]hexane-4-carbonitrile